2,4,6-trimethylbenzoyl-phosphorus dioxide CC1=C(C(=O)P(=O)=O)C(=CC(=C1)C)C